CC1=NOC(=C1)C=1C=CC=C(C1)O 5-(3-methylisoxazol-5-yl)phenol